NC(C(=O)O)(CCCCB(O)O)CCCN1CCC(CC1)OC1=C(C=CC=C1)C(C)C 2-amino-6-borono-2-(3-(4-(2-isopropylphenoxy)piperidin-1-yl)propyl)hexanoic acid